ClC=1C=CC=C2C(C=C(OC12)C1=C(OCCCN2CCCC2)C=C(C=C1)C(F)(F)F)=O (3S)-1-[3-[2-(8-Chloro-4-oxochromen-2-yl)-5-(trifluoromethyl)phenoxy]propyl]pyrrolidin